thia-8-azaspiro[4.5]decane-8-carboxylate 1,1-dioxide S1(CCCC12CCN(CC2)C(=O)[O-])(=O)=O